BrC=1C=CC2=C(OC3=C2C=CC=C3)C1C1=C(C=CC=C1)Br 3-bromo-4-(2-bromophenyl)dibenzofuran